N1=C(C=CC=C1)NC(C(CCCCC#N)(C#CC1=CC=C(C=C1)F)C1=CC=CC=C1)=O N-(pyridin-2-yl)-6-cyano-2-phenyl-2-((4-fluorophenyl)ethynyl)hexanamide